4-ethoxy-N-(8-fluoro-2-methylimidazo[1,2-a]pyridin-6-yl)-2-(hexahydropyrrolo[1,2-a]pyrazin-2(1H)-yl)pyrimidine-5-carboxamide TFA salt OC(=O)C(F)(F)F.C(C)OC1=NC(=NC=C1C(=O)NC=1C=C(C=2N(C1)C=C(N2)C)F)N2CC1N(CC2)CCC1